1-((5-(2,6-dioxopiperidin-3-yl)-6-oxo-5,6-dihydro-4H-thieno[2,3-c]pyrrol-2-yl)methyl)-3-(3-methyl-4-(pyrrolidin-1-yl)phenyl)urea O=C1NC(CCC1N1C(C2=C(C1)C=C(S2)CNC(=O)NC2=CC(=C(C=C2)N2CCCC2)C)=O)=O